C(C1=CC=CC=C1)NC(\C=C\C1=CC(=C(C=C1)C(C)C)C1CCNCC1)=O (E)-N-benzyl-(4-isopropyl)-3-(4-piperidinyl)cinnamamide